10-(4-Bromobutyl)-2,7-dimethyl-10H-spiro[acridine-9,9'-fluorene] BrCCCCN1C=2C=CC(=CC2C2(C3=CC=CC=C3C=3C=CC=CC23)C2=CC(=CC=C12)C)C